ClC=1C=C(CNC2=CC(=NC3=CC=C(C=C23)C=2C(=NOC2C)C)C(=O)O)C=CC1 4-((3-chlorobenzyl)amino)-6-(3,5-dimethylisoxazol-4-yl)quinoline-2-carboxylic acid